N-((3-methoxythiophen-2-yl)methyl)-2-(4'-(pyridin-2-yl)tetrahydrooxaspiro[bicyclo[3.1.0]hexane-3,2'-pyran]-4'-yl)ethylamine COC1=C(SC=C1)CNCCC1(OC2(OCC1)CC1CC1C2)C2=NC=CC=C2